N-(4-(4-amino-5-(3-methoxy-5-methyl-4-(pyrimidin-2-yloxy)phenyl)-7-methyl-7H-pyrrolo[2,3-d]pyrimidin-6-yl)phenyl)acrylamide NC=1C2=C(N=CN1)N(C(=C2C2=CC(=C(C(=C2)C)OC2=NC=CC=N2)OC)C2=CC=C(C=C2)NC(C=C)=O)C